C(CCCCCCCCCCCC)(=O)OCC(OC(C=C\C=C/C=C\C=C\C=C/C=C\CCCCCCCCC)=O)COP(=O)([O-])OCC[N+](C)(C)C 1-tridecanoyl-2-(4Z,7Z,10Z,13Z,16Z,19Z-docosahexaenoyl)-glycero-3-phosphocholine